5-[5-(4-fluorophenyl)-6-isopropyl-9-methyl-1H-pyrazolo[4,3-g]Quinolin-7-yl]-6-methoxy-pyridine-2-carboxylic acid FC1=CC=C(C=C1)C1=C(C(=NC2=C(C3=C(C=C12)C=NN3)C)C=3C=CC(=NC3OC)C(=O)O)C(C)C